[Sb].[Li].[Na].[K] potassium sodium lithium antimony